C1(CCC(CC1)C(C)(C)N)(C)N 1,8-Menthandiamin